4-((pyridin-2-yloxy)methyl)azetidin-2-one N1=C(C=CC=C1)OCC1CC(N1)=O